CC1N(C1)C1=NC(=NC(=N1)N1C(C1)C)N1C(C1)C 2,4,6-tris(2-methyl-1-aziridinyl)-1,3,5-triazine